FC1=CC=C(C=C1)C1=C(C(=NC2=CC3=C(C=C12)C=NN3)C=3C=NC(=CC3)S(=O)(=O)C)C(C)C 5-(4-fluorophenyl)-6-isopropyl-7-(6-methylsulfonyl-3-pyridyl)-1H-pyrazolo[4,3-g]quinoline